OCCN1N=CC(=C1)C1=CC=C(C=N1)S(=O)(=O)NC=1C=CC=C2C=NN(C12)C 6-(1-(2-HYDROXYETHYL)-1H-PYRAZOL-4-YL)-N-(1-METHYL-1H-INDAZOL-7-YL)PYRIDINE-3-SULFONAMIDE